C(C1CO1)[C@H](C(=O)O)CC.C([C@H]1CO1)OC(CCC)=O butyric acid (R)-glycidyl ester ((R)-glycidyl butyrate)